4-(3-chloro-4-(methylsulfonyl)phenyl)-3-cyclopropyl-1H-pyrazolo[4,3-c]pyridine ClC=1C=C(C=CC1S(=O)(=O)C)C1=NC=CC2=C1C(=NN2)C2CC2